(E)-N-(4-(1-(6-(4-(4-(7-(2-(2,6-dioxopiperidin-3-yl)-1,3-dioxoIsoindoline-5-yl)hept-6-yn-1-yl)piperazin-1-yl)piperidin-1-yl)nicotinoyl)piperidin-4-yl)butyl)-3-(Pyridin-3-yl)acrylamide O=C1NC(CCC1N1C(C2=CC=C(C=C2C1=O)C#CCCCCCN1CCN(CC1)C1CCN(CC1)C1=NC=C(C(=O)N2CCC(CC2)CCCCNC(\C=C\C=2C=NC=CC2)=O)C=C1)=O)=O